C=C(C[Sn](C)(C)C)C[Sn](C)(C)C 2-methylene-1,3-bis(trimethylstannyl)propane